1-(5-fluorobenzofuran-2-yl)-2-methylpropan-1-amine FC=1C=CC2=C(C=C(O2)C(C(C)C)N)C1